Bis(2-ethylbutyl) 9,9'-((3-((2-(4-(2-((4-(bis(7-(2-ethylbutoxy)-2-hydroxy-7-oxoheptyl)amino)butanoyl)oxy)ethyl)piperazin-1-yl)ethyl)disulfaneyl)propyl)azanediyl)bis(8-hydroxynonanoate) C(C)C(COC(CCCCC(CN(CCCC(=O)OCCN1CCN(CC1)CCSSCCCN(CC(CCCCCCC(=O)OCC(CC)CC)O)CC(CCCCCCC(=O)OCC(CC)CC)O)CC(CCCCC(OCC(CC)CC)=O)O)O)=O)CC